2-Propanyl ({(3R,5aR,6R,7R,8aS)-6-[(E,3R)-4-(2,5-difluorophenoxy)-3-hydroxy-1-buten-1-yl]-7-hydroxyoctahydro-2H-cyclopenta[b]oxepin-3-yl}methoxy)acetate FC1=C(OC[C@@H](/C=C/[C@H]2[C@@H](C[C@@H]3OC[C@H](CC[C@@H]32)COCC(=O)OC(C)C)O)O)C=C(C=C1)F